1-(5-tert-butyl-2H-pyrazol-3-yl)-3-{4-[5-(2-ethoxy)-benzoimidazol-1-yl]-phenyl}-urea C(C)(C)(C)C=1C=C(NN1)NC(=O)NC1=CC=C(C=C1)N1C=NC2=C1C=CC(=C2)OCC